(S)-N-(1-(5-(bis(4-fluorophenyl)methyl)-1-methyl-1,2,4-triazol-3-yl)ethyl)-3-hydroxy-4-methoxypicolinamide FC1=CC=C(C=C1)C(C1=NC(=NN1C)[C@H](C)NC(C1=NC=CC(=C1O)OC)=O)C1=CC=C(C=C1)F